trans-5-(2-(3-methoxy-5-(trifluoromethyl)phenyl)cyclopropyl)-2,2'-bipyrimidine COC=1C=C(C=C(C1)C(F)(F)F)[C@H]1[C@@H](C1)C=1C=NC(=NC1)C1=NC=CC=N1